N-((4-bromothiophen-2-yl)methyl)-5-hydroxy-2-methyl-2-(4-methylpent-3-en-1-yl)-7-pentyl-2H-chromene-6-carboxamide BrC=1C=C(SC1)CNC(=O)C=1C(=C2C=CC(OC2=CC1CCCCC)(CCC=C(C)C)C)O